C[C@@H]1CC[C@H](CC1)[C@@H]1CC[C@H](CC1)C(=O)O trans-4-(trans-4'-methylcyclohexyl)cyclohexyl-formic acid